(2R,3S,4S)-4-hydroxy-2-[(4-methoxyphenyl)methyl]pyrrolidin-3-yl 3-(3,5-dioxopiperazin-1-yl)propanoate O=C1CN(CC(N1)=O)CCC(=O)O[C@H]1[C@H](NC[C@@H]1O)CC1=CC=C(C=C1)OC